benzyl (S)-2-((tert-butoxycarbonyl)amino)-3-(3-(3-((R)-2,3-dihydro-[1,4]dioxino[2,3-b]pyridin-3-yl)phenyl)-1,2,4-oxadiazol-5-yl)propanoate C(C)(C)(C)OC(=O)N[C@H](C(=O)OCC1=CC=CC=C1)CC1=NC(=NO1)C1=CC(=CC=C1)[C@@H]1COC=2C(=NC=CC2)O1